(1R,2S)-2-(3-{[5-(methanesulfonyl)-3-methoxypyridin-2-yl]amino}-1H-indazol-6-yl)-5'-methoxyspiro[cyclopropane-1,3'-indol]-2'(1'H)-one CS(=O)(=O)C=1C=C(C(=NC1)NC1=NNC2=CC(=CC=C12)[C@@H]1C[C@@]12C(NC1=CC=C(C=C21)OC)=O)OC